CN1N=CC(=C1)C=1C=C(C=2N(C1)N=CC2C#N)C=2C=NC(=CC2)N2CC1N(C(C2)C1)CC#C 6-(1-methyl-1H-pyrazol-4-yl)-4-(6-(6-(prop-2-yn-1-yl)-3,6-diazabicyclo[3.1.1]heptan-3-yl)pyridin-3-yl)pyrazolo[1,5-a]pyridine-3-carbonitrile